O1C(CCCC1)O[C@@H](C)C=1N(C=CN1)CC1=NOC(=C1)C1=CC=C(C=C1)C#CC=1C=CC(=NC1)CNCCNC([O-])=O (2-(((5-((4-(3-((2-((1S)-1-((tetrahydro-2H-pyran-2-yl)oxy)ethyl)-1H-imidazole-1-yl)methyl)isoxazol-5-yl)phenyl)ethynyl)pyridin-2-yl)methyl)amino)ethyl)carbamate